CC1=C(C=CC=C1)N1C(C(C2=CC=CC=C12)=O)=O 1-(2-methylphenyl)-1H-indole-2,3-dione